5-(3-(4-(1H-tetrazol-5-yl)piperidin-1-yl)-4,5-dihydroisoOxazol-5-yl)-N-(5-fluoro-2,3-dihydro-1H-inden-2-yl)pyrimidin-2-amine N1N=NN=C1C1CCN(CC1)C1=NOC(C1)C=1C=NC(=NC1)NC1CC2=CC=C(C=C2C1)F